C1(=CC=CC=C1)C1=NC=C(C=C1)C1=CC=CC=C1 2,5-diphenylpyridine